1,3-bis(t-butyloxyisopropyl)benzene C(C)(C)(C)OC(C)(C)C1=CC(=CC=C1)C(C)(C)OC(C)(C)C